2-(2-ethyl-benzoyl)azobenzene C(C)C1=C(C(=O)C2=C(C=CC=C2)N=NC2=CC=CC=C2)C=CC=C1